[Re](=O)([O-])([O-])=S rhenite Sulfide